NC1=CC=C(C2=C1OCCO2)N2CCNCC2 8-Amino-5-(piperazin-1-yl)-2,3-dihydro-1,4-benzodioxine